tert-butyl 4-(6-cyclopropyl-1-((6-methoxy-2-methyl-2H-pyrazolo[3,4-b]pyridin-5-yl)carbamoyl)-2,3-dihydro-1H-pyrrolo[2,3-b]pyridin-4-yl)-2,2-dimethylpiperazine-1-carboxylate C1(CC1)C1=CC(=C2C(=N1)N(CC2)C(NC2=CC=1C(N=C2OC)=NN(C1)C)=O)N1CC(N(CC1)C(=O)OC(C)(C)C)(C)C